trans-3-[(4-chlorophenoxy)methyl]-4-methyl-2-[6-methyl-3-(2H-1,2,3-triazol-2-yl)pyridine-2-carbonyl]-2-azabicyclo[3.1.1]heptane ClC1=CC=C(OCC2N(C3CC(C2C)C3)C(=O)C3=NC(=CC=C3N3N=CC=N3)C)C=C1